10-nitrooleic acid-d17 Ethyl-5-((2,4-dimethoxybenzyl)amino)-4-nitrothiophene-2-carboxylate C(C)OC(=O)C=1SC(=C(C1)[N+](=O)[O-])NCC1=C(C=C(C=C1)OC)OC.[N+](=O)([O-])/C(=C(/C(C(C(C(C(C(C(C(=O)O)([2H])[2H])([2H])[2H])([2H])[2H])([2H])[2H])([2H])[2H])([2H])[2H])([2H])[2H])\[2H])/C(CCCCCCC)([2H])[2H]